C=C(COC(CC#N)C)CCCCC 3-((2-methyleneheptyl)oxy)butyronitrile